ethyl 2-(3-methyl-2-((1r,4r)-4-(trifluoromethoxy)cyclohexyl)phenyl)acetate CC=1C(=C(C=CC1)CC(=O)OCC)C1CCC(CC1)OC(F)(F)F